α-chloroethyl-toluene ClC(C)CC1=CC=CC=C1